C(C)C1=CC=C(C=C1)S(=O)(=O)OC=1C=C(C=CC1)NC(NC1=CC(=CC=C1)OS(=O)(=O)C1=CC=C(C=C1)CC)=O bis-[3-(p-ethylphenylsulfonyloxy)phenyl]urea